C#C.[Sn] tin acetylene